5-(7,8-Dimethyl-[1,2,4]triazolo[1,5-a]pyridin-6-yl)-1-(4-(3-fluoropiperidin-1-yl)cyclohexyl)-6-isopropyl-1,3-dihydro-2H-benzo[d]imidazol-2-on CC1=C(C=2N(C=C1C1=CC3=C(N(C(N3)=O)C3CCC(CC3)N3CC(CCC3)F)C=C1C(C)C)N=CN2)C